Methoxypyridinecarboxaldehyde COC1=C(C=CC=N1)C=O